N-(3-methyltetrahydrofuran-3-yl)-2-(3-pyridyl)-5,6,7,8-tetrahydropyrido[3,2-d]pyrimidin-4-amine CC1(COCC1)NC=1C2=C(N=C(N1)C=1C=NC=CC1)CCCN2